methoxypyrimidine-2-carboxylic acid ethyl ester C(C)OC(=O)C1=NC=CC(=N1)OC